perfluorophenyl 7-(((2-(butyrylthio) ethoxy) (hydroxy) phosphoryl) difluoromethyl)-2-naphthoate C(CCC)(=O)SCCOP(=O)(O)C(C1=CC=C2C=CC(=CC2=C1)C(=O)OC1=C(C(=C(C(=C1F)F)F)F)F)(F)F